ethyl 1-methyl-2-((6-((tetrahydro-2H-pyran-4-yl) oxy) benzo[d]oxazol-2-yl) amino)-1H-benzo[d]imidazole-5-carboxylate CN1C(=NC2=C1C=CC(=C2)C(=O)OCC)NC=2OC1=C(N2)C=CC(=C1)OC1CCOCC1